CC1=C(C=C2C=CC=NC2=C1)C(C)N1C=NC=2C1=NC(=CN2)C=2C=NN(C2)C 7-methyl-6-(1-(6-(1-methyl-1H-pyrazol-4-yl)-1H-imidazo[4,5-b]pyrazin-1-yl)ethyl)quinoline